C[C@@H]1CN(C[C@@H](N1)C)C1=NC=C(C=N1)F 2-[(3R,5S)-3,5-dimethylpiperazin-1-yl]-5-fluoropyrimidine